zirconium tetra(n-propoxide) [O-]CCC.[O-]CCC.[O-]CCC.[O-]CCC.[Zr+4]